C(C1=CC=CC=C1)OC1COC(C1OCC1=CC=CC=C1)C#N 3,4-dibenzyloxy-5-cyanotetrahydrofuran